FC1=C(C=CC(=C1F)C)C=1N(C(=CC1C(=O)O)C1=C2C(=NC=C1)NC=C2)COCC[Si](C)(C)C 2-(2,3-difluoro-4-methylphenyl)-5-(1H-pyrrolo[2,3-b]pyridin-4-yl)-1-{[2-(trimethylsilyl)ethoxy]methyl}-1H-pyrrole-3-carboxylic acid